O=C1N(CCNC1=O)CCN(C(OC(C)(C)C)=O)C tert-butyl (2-(2,3-dioxopiperazin-1-yl)ethyl)(methyl)carbamate